3-(3-methoxyphenyl)-1H-indazol-5-amine COC=1C=C(C=CC1)C1=NNC2=CC=C(C=C12)N